6-cuban-1-yl-2-[(2S,6R)-2-(1-cyclopropylpyrazol-4-yl)-6-methyl-morpholin-4-yl]-5-nitro-pyrimidin-4-amine C12(C3C4C5C3C1C5C24)C2=C(C(=NC(=N2)N2C[C@@H](O[C@@H](C2)C)C=2C=NN(C2)C2CC2)N)[N+](=O)[O-]